C(C)OC(=C)C1=C2C=CN(C2=NC=N1)[C@H]1[C@H](O)[C@H](O)[C@H](O1)CO 6-(1-Ethoxyvinyl)-9-β-D-ribofuranosyl-7-deazapurine